N[C@H]1[C@@H](CCC1)C1=CC2=NC(=CC(=C2S1)NCC=1SC=CC1)Cl 2-((1r,2r)-2-aminocyclopentyl)-5-chloro-N-(thiophen-2-ylmethyl)thieno[3,2-b]pyridin-7-amine